FC=1C=C(C=C(C1)F)[C@@H]1CCN2N1C(C1(C2)CCN(CC1)C(=O)C=1C=C(C#N)C=C(C1)F)=O (S)-3-(7'-(3,5-difluorophenyl)-1'-oxodihydro-1'H,3'H,5'H-spiro[piperidine-4,2'-pyrazolo[1,2-a]pyrazole]-1-carbonyl)-5-fluorobenzonitrile